FC1CN(C1)C(CN1C(N(C2=NC=C(C=C21)Br)C(C2=CC=CC=C2)(C2=CC=CC=C2)C2=CC=CC=C2)=O)=O 1-(2-(3-fluoroazetidin-1-yl)-2-oxoethyl)-6-bromo-3-trityl-1,3-dihydro-2H-imidazo[4,5-b]pyridin-2-one